ClC=1C(=CC=2N=CN=C(C2N1)C=1C(=NN(C1)C)C1=CC=CC=C1)OCC 6-chloro-7-ethoxy-4-(1-methyl-3-phenyl-1H-pyrazol-4-yl)pyrido[3,2-d]pyrimidine